CC1(C(C1)CN1N=CC(=C1)C=1C(=NC(=CC1)C)C1=CC=C2C=C(N=NC2=C1)OC)C 7-(3-{1-[(2,2-Dimethylcyclopropyl)methyl]-1H-pyrazol-4-yl}-6-methylpyridin-2-yl)-3-methoxycinnolin